BrC1=CC=C(C(=C1F)NCC1=CC=C(C=C1)OC)N 5-bromo-6-fluoro-N1-[(4-methoxyphenyl)methyl]benzene-1,2-diamine